5-(3,5-dimethyl-1H-pyrazol-4-yl)-2-{6-[(2,2,6,6-tetramethylpiperidin-4-yl)oxy]pyridazin-3-yl}phenol CC1=NNC(=C1C=1C=CC(=C(C1)O)C=1N=NC(=CC1)OC1CC(NC(C1)(C)C)(C)C)C